N-(3-(5-(4-(2,6-diazaspiro[3.3]heptan-2-yl)phenyl)-1H-pyrrolo[2,3-b]pyridine-3-carbonyl)-2,4-difluorophenyl)pyrrolidine-1-sulfonamide 2,2,2-trifluoroacetate FC(C(=O)O)(F)F.C1N(CC12CNC2)C2=CC=C(C=C2)C=2C=C1C(=NC2)NC=C1C(=O)C=1C(=C(C=CC1F)NS(=O)(=O)N1CCCC1)F